(S)-4-(2-(4-fluorobenzamido)-3-phenylpropionamido)-2-methoxybenzene-1-sulfonyl chloride FC1=CC=C(C(=O)N[C@H](C(=O)NC2=CC(=C(C=C2)S(=O)(=O)Cl)OC)CC2=CC=CC=C2)C=C1